3-(3-{3-Fluoro-4-[(2-methyl-1H-imidazol-1-yl)methyl]phenyl}-5-isobutyl-2-thienylsulfonyl)-1-(2-methoxyethyl)urea FC=1C=C(C=CC1CN1C(=NC=C1)C)C1=C(SC(=C1)CC(C)C)S(=O)(=O)NC(NCCOC)=O